C(#N)C1=C(C=NC=C1)C1CN(C1)C(=O)[C@@H]1CC[C@H]2N1C([C@H](CCC2)NC(=O)C2=CC1=C(S2)C=CC(=C1)CP(O)(O)=O)=O ((2-(((3S,6S,9aS)-3-(3-(4-cyanopyridin-3-yl)azetidine-1-carbonyl)-5-oxooctahydro-1H-pyrrolo[1,2-a]azepin-6-yl)carbamoyl)benzo[b]thiophen-5-yl)methyl)phosphonic acid